C(C)(C)(C)OC(=O)N1[C@@H](CCC1)C(NC1=CC=C2C(=N1)N(C=C2)C)=O (2S)-2-[(1-methylpyrrolo[2,3-b]pyridin-6-yl)carbamoyl]pyrrolidine-1-carboxylic acid tert-butyl ester